4-chloro-9,9-spirobifluorene ClC1=CC=CC=2C3(C4=CC=CC=C4C12)C1=CC=CC=C1C=1C=CC=CC13